(R)-N-(2-(3-fluoroazetidin-1-yl)benzyl)-2-(9-(pyridin-2-yl)-6-oxaspiro[4.5]decan-9-yl)ethylamine FC1CN(C1)C1=C(CNCC[C@]2(CCOC3(CCCC3)C2)C2=NC=CC=C2)C=CC=C1